COC1=CC(=C(C=C1OC)C(C(C)(C)C)O)[N+](=O)[O-] 1-(4,5-dimethoxy-2-nitrophenyl)-2,2-dimethylpropanol